C1CCCCC/C(=C(\CCCC1)/Br)/Br Dibromocyclododecene